S1C=CC=2N=CCC21 6H-thieno[3,2-b]pyrrole